BrC1=CC=C(C=C1)N1C(C(=C(C2=CC=C(N=C12)C(F)(F)F)O)C1=CC=C(C=C1)OC)=O 1-(4-bromophenyl)-4-hydroxy-3-(4-methoxyphenyl)-7-(trifluoromethyl)-1,8-naphthyridin-2(1H)-one